ClC=1C=C2C(C(=C(NC2=CC1OC)C)C1=CC=C(C=C1)C1=C(C=C(C=C1)F)OC)=O 6-Chloro-3-(4'-fluoro-2'-methoxy-[1,1'-biphenyl]-4-yl)-7-methoxy-2-methylquinolin-4(1H)-one